OC1=C(C=CC(=C1)C(F)(F)F)C1=C(C(=C(N=N1)C(=O)C1CN(CCC1)C)C)C (6-(2-hydroxy-4-(trifluoromethyl)phenyl)-4,5-dimethylpyridazin-3-yl)(1-methylpiperidin-3-yl)methanone